CC1=C(C=C(C(=C1)NC1=C(C=CC(=C1)C)C(F)(F)F)C)N=CN(C)CC N'-(2,5-dimethyl-4-((5-methyl-2-(trifluoromethyl)phenyl)amino)phenyl)-N-ethyl-N-methylformimidamide